BrC1=C(OC2CN(CCC2)C)C=C(C=C1)Cl 3-(2-bromo-5-chlorophenoxy)-1-methylpiperidine